FC1=CC=C(C=C1)N1CCN(CC1)C(=O)C1=NN(C(C2=CC=CC=C12)=O)C1=CC(=CC=C1)OC 4-[[4-(4-fluorophenyl)-1-piperazinyl]carbonyl]-2-(3-methoxyphenyl)-1(2H)-phthalazinone